OC1=C(C=C(C=C1C)CO)P(OCC1=CC=CC=C1)(OCC1=CC=CC=C1)=O dibenzyl (2-hydroxy-5-(hydroxymethyl)-3-methylphenyl)phosphonate